ClC1=C2C(=CNC2=C(C=C1)NS(=O)(=O)C=1C=NN(C1)C(F)F)C#N N-(4-chloro-3-cyano-1H-indol-7-yl)-1-(difluoromethyl)pyrazole-4-sulfonamide